C(CCCCCCCCCCCCCCC)(=O)OC[C@@H](OC(CCCCCCC\C=C/CCCCCCCC)=O)COP(=O)(O)OCC(O)CO 1-palmitoyl-2-oleoyl-sn-glycero-3-phosphorylglycerol